C[C@H]1[C@H]([C@H]([C@@H](C(O1)OP(=O)([O-])OP(=O)([O-])OC[C@@H]2[C@H]([C@H]([C@@H](O2)N3C=NC4=C3N=C(NC4=O)N)O)O)O)O)O The molecule is dianion of GDP-L-fucose arising from deprotonation of the diphosphate OH groups; major species at pH 7.3. It has a role as a human metabolite. It is a conjugate base of a GDP-L-fucose.